C(CCCCC)COF perfluoro hexyl-METHYL ETHER